Cl.N1C(NC=C1)=O Imidazol-2(3H)-one hydrochloride